FC(C=O)=CC1=NC(=CN=C1)C 2-fluoro-3-(6-methylpyrazin-2-yl)prop-2-en-1-one